methyl laurate (methyl laurate) CC(C(=O)O)CCCCCCCCCC.C(CCCCCCCCCCC)(=O)OC